CON1C=CC(C2=CN=CC=C12)=O methoxy-1H-1,6-naphthyridin-4-one